N1(CCCCC1)C1CCN(CC1)C1=NC=C(C=C1)C1=CC=2C3=C(C=NC2C=C1)N(C(C31CCC1)=O)C 2-([1,4'-Bipiperidin]-1'-yl)-5-(3'-methyl-2'-oxo-2',3'-dihydrospiro[cyclobutane-1,1'-pyrrolo[2,3-c]quinolin]-8'-yl)pyridin